C(N)(=N)C=1C=C(SC1)[C@@H](C)NC(=O)[C@H]1N(C[C@@H](C1)OC=1C=C(C=CC1)C)C(CNC(CCCOC1=CC=CC=C1)=O)=O (2S,4R)-N-((R)-1-(4-carbamimidoylthiophen-2-yl)ethyl)-1-((4-phenoxy-butanoyl)glycyl)-4-(m-tolyloxy)pyrrolidine-2-carboxamide